O1C=CN=CCC1=O [1,4]oxazepine-7(6H)-one